ClC1=C(C=C2C=C(N=CC2=C1)NC([C@H](C)C1CC1)=O)C1CCN(CC1)[C@@]1(COC[C@@H]1O)C (R)-N-(7-chloro-6-(1-((3R,4R)-4-hydroxy-3-methyltetrahydrofuran-3-yl)piperidin-4-yl)isoquinolin-3-yl)-2-cyclopropylpropanamide